(3R,4s)-4-((R)-1,1-dimethylethylsulfinylamino)-3-methyl-2-oxa-8-azaspiro[4.5]decane-8-carboxylic acid tert-butyl ester C(C)(C)(C)OC(=O)N1CCC2([C@@H]([C@H](OC2)C)N[S@](=O)C(C)(C)C)CC1